O=C1OC2(CCNCC2)CC2=CC=CC=C12 1-oxo-spiro[isochroman-3,4'-piperidine]